FC1=C(CNC#CC)C=CC=C1 N-(2-fluorobenzyl)propynylamine